(S or R)-N-((R)-((R)-7-methyl-1,2,3,4-tetrahydropyrido[2,3-b]pyrazin-3-yl)(phenyl)methyl)-2-(4-(methylsulfonyl)phenyl)propan-1-amine CC1=CC2=C(N[C@H](CN2)[C@H](NC[C@@H](C)C2=CC=C(C=C2)S(=O)(=O)C)C2=CC=CC=C2)N=C1 |o1:12|